dimethoxyphosphonoacetic acid isopropyl ester C(C)(C)OC(CP(=O)(OOC)OOC)=O